N,N'-bis(salicylidene)-1,2-propylenediamine C(C=1C(O)=CC=CC1)=NCC(C)N=CC=1C(O)=CC=CC1